ClC=1C=NC=C(C1[C@@H](C)OC=1C=C2C(=NNC2=CC1)C=1C=C(C(=NC1)N1C(CCC12CCNCC2)=O)F)Cl [5-[5-[(1R)-1-(3,5-dichloro-4-pyridinyl)ethoxy]-1H-indazol-3-yl]-3-fluoro-2-pyridinyl]-1,8-diazaspiro[4.5]decan-2-one